C1(CC1)CNC1=CC=C2C(=N1)CN(C2=O)CCNC(C)=O N-(2-(2-((cyclopropylmethyl)amino)-5-oxo-5,7-dihydro-6H-pyrrolo[3,4-b]pyridin-6-yl)ethyl)acetamide